C1=CC(=CC=C1/C=C\\C(=O)NCCCC[NH+]=C(N)N)O The molecule is a p-coumaroylagmatine(1+) in which the double bond of the coumaroyl component has Z-geochemistry. It is a conjugate base of a (Z)-p-coumaroylagmatine.